1,6-hexanediol bisacetoacetate C(CC(=O)C)(=O)OCCCCCCOC(CC(=O)C)=O